Ethyl 4-(3-fluoro-4-nitrophenoxy)butyrate FC=1C=C(OCCCC(=O)OCC)C=CC1[N+](=O)[O-]